N1C(CNCC12CCCCC2)=O 1,4-diazaspiro[5.5]undecan-2-one